ClC=1C(=NC(=NC1)NC1CCOCC1)C1=CC=C2CN(C(C2=C1)=O)CC(=O)NC1C(CCCC1)O 2-(6-{5-chloro-2-[(oxacyclohex-4-yl)amino]pyrimidin-4-yl}-1-oxo-2,3-dihydro-1H-isoindol-2-yl)-N-(2-hydroxycyclohexyl)acetamide